4-(1-(1-acryloylpiperidin-3-yl)-5-aminoimidazo[1,5-c]pyrimidin-3-yl)-N-(4-cyclopropylpyridin-2-yl)-2-(trifluoromethyl)benzamide C(C=C)(=O)N1CC(CCC1)C=1N=C(N2C(=NC=CC21)N)C2=CC(=C(C(=O)NC1=NC=CC(=C1)C1CC1)C=C2)C(F)(F)F